FC1=C(C=NC(=C1)O)N1C(=NC2=C(C1=O)SC=N2)SCC2=C(C=C(C=C2F)F)F 6-(4-Fluoro-6-hydroxypyridin-3-yl)-5-((2,4,6-trifluorobenzyl)thio)thiazolo[4,5-d]pyrimidin-7(6H)-one